FC=1C(=CC2=C(C3N(C(CO2)C(C)C)C=C(C(C3)=O)C(=O)OCC)C1)OC Ethyl 2-fluoro-7-isopropyl-3-methoxy-11-oxo-6,7,12,12a-tetrahydro-11H-benzo[f]pyrido[1,2-d][1,4]oxazepine-10-carboxylate